4-(3-((3-hydroxycyclohexyl)amino)-1H-pyrazol-5-yl)phenol OC1CC(CCC1)NC1=NNC(=C1)C1=CC=C(C=C1)O